C(C=C)(=O)OCC(CC(C)O[Si](OCC)(OCC)CCCN)O 3-acryloxy-2-hydroxypropyl-3-aminopropyltriethoxysilane